1-(2-triethoxysilyl-1-ethyl)-3-thioacetyl-cyclohexane C(C)O[Si](CCC1CC(CCC1)C(C)=S)(OCC)OCC